cyclohexyl(3-phenylbicyclo[1.1.1]pentan-1-yl)methanamine hydrochloride Cl.C1(CCCCC1)C(N)C12CC(C1)(C2)C2=CC=CC=C2